methyl 2-(4-benzyloxy-3,5-dichloro-anilino)benzoate C(C1=CC=CC=C1)OC1=C(C=C(NC2=C(C(=O)OC)C=CC=C2)C=C1Cl)Cl